4-Methyl-3-[2-(3-pyridyl)ethynyl]-N-spiro[6,7-dihydropyrrolo[1,2-a]imidazole-5,1'-cyclopropane]-2-yl-benzamide CC1=C(C=C(C(=O)NC=2N=C3N(C2)C2(CC2)CC3)C=C1)C#CC=1C=NC=CC1